BrC=1N=C2N(C=CC(=C2)C)C1 2-bromo-7-methylimidazo[1,2-a]pyridine